ClC=1C(=NC(=NC1)NC1CCC(CC1)(N)C)C=1C=NN(C1CC1CC1)C (1R,4R)-N1-(5-chloro-4-(5-(cyclopropylmethyl)-1-methyl-1H-pyrazol-4-yl)pyrimidin-2-yl)-4-methylcyclohexane-1,4-diamine